Cl.N1CC(C1)OC1=CC=C(C=C1)[C@H]1N(C(CC2=C1NC1=CC=CC=C21)C)C21CC(C2)(C1)CO (3-((1R)-1-(4-(azetidin-3-yloxy)phenyl)-3-methyl-1,3,4,9-tetrahydro-2H-pyrido[3,4-b]indol-2-yl)bicyclo[1.1.1]pentan-1-yl)methanol hydrochloride